phenyl (4-fluoro-3-(trifluoro-methyl)phenyl)carbamate FC1=C(C=C(C=C1)NC(OC1=CC=CC=C1)=O)C(F)(F)F